6-Bromo-4-((cyclopropylmethyl)amino)-1-(o-tolyl)-7-(trifluoromethoxy)quinazolin-2(1H)-one BrC=1C=C2C(=NC(N(C2=CC1OC(F)(F)F)C1=C(C=CC=C1)C)=O)NCC1CC1